1,2,3,4-tetrahydro-9-aminoacridine NC=1C2=CC=CC=C2N=C2CCCCC12